CC(C)(C1=CC=C(C=C1)N1N=C(C=C1)[N+](=O)[O-])NC(OC(C)(C)C)=O tert-butyl N-[1-methyl-1-[4-(3-nitropyrazol-1-yl) phenyl] ethyl]carbamate